(15S)-15-amino-2,5,9-triazatricyclo[14.3.1.02,7]eicosa-1(20),16,18-triene-4,8-dione N[C@H]1CCCCCNC(C2CNC(CN2C=2C=CC=C1C2)=O)=O